2,6-bis(4-phenyl-2-oxazoline-2-yl)pyridine C1(=CC=CC=C1)C1N=C(OC1)C1=NC(=CC=C1)C=1OCC(N1)C1=CC=CC=C1